8-methoxy-2-(trifluoromethyl)-3-(1-(3,3,3-trifluoropropyl)-1H-pyrazol-4-yl)-4H-pyrimido[1,2-a]pyrimidin-4-one COC1=NC=2N(C(C(=C(N2)C(F)(F)F)C=2C=NN(C2)CCC(F)(F)F)=O)C=C1